(R)-N-(5-(4-chlorophenyl)-4-cyclobutyl-1-methyl-1H-pyrazol-3-yl)-2,2-difluorocyclopropane-1-carboxamide ClC1=CC=C(C=C1)C1=C(C(=NN1C)NC(=O)[C@@H]1C(C1)(F)F)C1CCC1